BrC1=C2C=NN(C2=CC(=C1)C(=O)OC)C(C1=CC=CC=C1)(C1=CC=CC=C1)C1=CC=CC=C1 methyl 4-bromo-1-(triphenylmethyl)-1H-indazole-6-carboxylate